3-[4-amino-3-[5-cyclopropyl-4-(2-pyridyl)isoxazol-3-yl]pyrazolo[3,4-d]pyrimidin-1-yl]cyclobutanecarboxylic acid NC1=C2C(=NC=N1)N(N=C2C2=NOC(=C2C2=NC=CC=C2)C2CC2)C2CC(C2)C(=O)O